2-[[hydrido][[trifluoromethyl]ethyl]]-1,2,4-triazine FC(F)(F)CCN1NC=CN=C1